CN1CCN(CC1)C1=CC2=C(C=C(O2)C(=O)OCC)C=C1 ethyl 6-(4-methylpiperazin-1-yl)benzofuran-2-carboxylate